C(#N)C1=CC(=C(COC2=CC=CC(=N2)C2=CC(=C(CC3=NC4=C(N3CCOC)C=C(C=C4)P(OCC)(OCC)=O)C=C2)F)C=C1)F Diethyl (2-(4-(6-((4-cyano-2-fluorobenzyl)oxy)pyridin-2-yl)-2-fluorobenzyl)-1-(2-methoxyethyl)-1H-benzo[d]imidazol-6-yl)phosphonate